C(CC(C)C)NC(=O)N1C=NC2=C1C=CC=C2N2C(C2)C(F)(F)F N-iso-Pentyl-4-(2-(trifluoromethyl)-aziridin-1-yl)-1H-benzo[d]imidazole-1-carboxamide